1-((2R,3R)-3-cyclopropyl-1-((R)-p-tolylsulfinyl)aziridine-2-carbonyl)-N,4-dimethylpyrrolidine-3-carboxamide C1(CC1)[C@@H]1[C@@H](N1[S@](=O)C1=CC=C(C=C1)C)C(=O)N1CC(C(C1)C)C(=O)NC